Fmoc-ε-aminocaproic acid C1=CC=C2C(=C1)C(C3=CC=CC=C32)COC(=O)NCCCCCC(=O)O